C1(CCCCC1)CCNC(C1=CC(=CC=C1)NC1=C(C=C(C=C1)OCC=1C=NC=CC1)C1CC1)=O N-(2-cyclohexylethyl)-3-((2-cyclopropyl-4-(pyridin-3-ylmethoxy)phenyl)amino)benzamide